3-(4-methoxycyclohex-1-en-1-yl)-1-methyl-N-[7-methyl-[1,2,4]triazolo[1,5-a]pyridin-6-yl]pyrazolo[4,3-d]pyrimidin-5-amine COC1CC=C(CC1)C1=NN(C2=C1N=C(N=C2)NC=2C(=CC=1N(C2)N=CN1)C)C